2-amino-3-chloro-N-((1R)-1-(2-pyrimidinyl)ethyl)-N-((5-(trifluoromethyl)-2-pyridinyl)methyl)-6-quinolinecarboxamide NC1=NC2=CC=C(C=C2C=C1Cl)C(=O)N(CC1=NC=C(C=C1)C(F)(F)F)[C@H](C)C1=NC=CC=N1